N[C@H]1C2N(CC1CC2)C(=O)C2=CC1=C(C(=C(O1)C=1N(C3=CC(=CC=C3C1)C1=CC(=C(C=C1)O)F)CC1CC1)C)C(=C2)OC ((7R)-7-Amino-2-azabicyclo[2.2.1]heptan-2-yl)(2-(1-(cyclopropylmethyl)-6-(3-fluoro-4-hydroxyphenyl)-1H-indol-2-yl)-4-methoxy-3-methylbenzofuran-6-yl)methanone